OC(C)(C)C=1C=C(C2=C(N=C(O2)N2CC3CCC(C2)N3C(=O)OC(C)(C)C)C1OC(F)(F)F)C=1SC=CN1 tert-Butyl 3-(5-(2-hydroxypropan-2-yl)-7-(thiazol-2-yl)-4-(trifluoromethoxy)benzo[d]oxazol-2-yl)-3,8-diazabicyclo[3.2.1]octane-8-carboxylate